4-{3-chloro-5H-pyrrolo[3,2-c]pyridazin-6-yl}piperidine-1-carboxylic acid tert-butyl ester C(C)(C)(C)OC(=O)N1CCC(CC1)C1=CC=2N=NC(=CC2N1)Cl